OC(=O)CCCCCCCCC.OC(=O)CCCCCCCCC.NCCCNCCCCNCCCN spermine dicaprate salt